C[C@H]1CC[C@@H](NC1)C1=CC=C(C=C1)C(C)O 1-[4-[(2R,5S)-5-methyl-2-piperidyl]phenyl]ethanol